NCC=1C=C(C=CC1)C=1C=C(C2=C(C(=CO2)COC2=C(C=CC=C2)CC(=O)O)C1)C1=C(C=CC=C1)C 2-(2-((5-(3-(aminomethyl)phenyl)-7-(o-tolyl)benzofuran-3-yl)methoxy)phenyl)acetic acid